ClC1=CC=CC2=C1NC(=N2)C(=O)N2[C@H](C=1C=CC=NC1CC2)C (S)-(7-chloro-1H-benzo[d]imidazol-2-yl)(5-methyl-7,8-dihydro-1,6-naphthyridin-6(5H)-yl)methanone